1-ethynyl-2-(trifluoromethyl)benzene C(#C)C1=C(C=CC=C1)C(F)(F)F